OCCCN1C(N=C2C=CC=CC2=C1)C=1NC2=CC=CC=C2C1 3-(3-hydroxypropyl)-2-(1H-indol-2-yl)quinazoline